C(C)(C)C1CC2C(CC(C2C(CC1)C)=O)C 5-isopropyl-3,8-dimethyloctahydroazulen-1(2H)-one